3-Methyl-3,4-Dihydroquinoline CC1C=NC2=CC=CC=C2C1